[N+](=O)([O-])C=1C=C(C=CC1)/C=C/CO (E)-3-(3-(nitro)phenyl)-2-propen-1-ol